1-(benzo[d]thiazol-4-yl)-N-(2,5-dimethyl-6-(2H-1,2,3-triazol-2-yl)pyridin-3-yl)-5-(trifluoromethyl)-1H-pyrazole-4-carboxamide S1C=NC2=C1C=CC=C2N2N=CC(=C2C(F)(F)F)C(=O)NC=2C(=NC(=C(C2)C)N2N=CC=N2)C